1-methoxyperfluoroisobutane COC(C(C(F)(F)F)(C(F)(F)F)F)(F)F